(6-(4-((1H-indazol-5-yl)amino)-thieno[3,2-d]pyrimidin-2-yl)-1H-indol-2-yl)(3,9-diazaspiro[5.5]undecan-3-yl)methanone N1N=CC2=CC(=CC=C12)NC=1C2=C(N=C(N1)C1=CC=C3C=C(NC3=C1)C(=O)N1CCC3(CC1)CCNCC3)C=CS2